CN1C(N(CC1)CCCNC1=NC(=NC=C1C(F)(F)F)NC=1C=NN(C1)C1CCN(CC1)C)=O 1-methyl-3-(3-((2-((1-(1-methylpiperidin-4-yl)-1H-pyrazol-4-yl)amino)-5-(trifluoromethyl)pyrimidin-4-yl)amino)propyl)imidazolidin-2-one